(2S)-2-(2-bromo-3-oxo-3-(2,3,6-trifluoro-4-(methoxycarbonyl)phenyl)propyl)morpholine-4-carboxylic acid methyl ester COC(=O)N1C[C@@H](OCC1)CC(C(C1=C(C(=C(C=C1F)C(=O)OC)F)F)=O)Br